Methyl-6-{1-[(4-chlorophenyl)carbamoyl]cyclobutyl}-3,4-dihydro-1,5-naphthyridin-1(2H)-carboxylat COC(=O)N1CCCC2=NC(=CC=C12)C1(CCC1)C(NC1=CC=C(C=C1)Cl)=O